2-(6-azaspiro[2.5]-octan-6-yl)-5-chloro-4,6-dimethyl-N-(3-sulfamoylphenyl)pyridine-3-carboxamide C1CC12CCN(CC2)C2=NC(=C(C(=C2C(=O)NC2=CC(=CC=C2)S(N)(=O)=O)C)Cl)C